CN1CCC(CC1)C(=O)O METHYLPIPERIDINE-4-CARBOXYLIC ACID